O(C=1C=C(C=C(C1)Br)Br)C=1C=C(C=C(C1)Br)Br 5,5'-Oxybis(1,3-dibromobenzene)